NC1CN(CC1)S(=O)(=O)C=1C=CC(=NC1)NC=1N=CC2=C(N1)N(C(C(=C2)Br)=O)C2CCCC2 2-[5-(3-amino-pyrrolidine-1-sulfonyl)-pyridin-2-ylamino]-6-bromo-8-cyclopentyl-8H-pyrido[2,3-d]Pyrimidin-7-one